Piperazinylfluorobenzoic acid N1(CCNCC1)C=1C(=C(C(=O)O)C=CC1)F